P(O)(O)OC(C(C1=CC=CC=C1)(C1=CC=CC=C1)C1=CC=CC=C1)(COC(C)COP(O)O)C1=CC=CC=C1 tetraphenyl-dipropylene glycol bisphosphite